2-methylpropan-2-yl 6-amino-2-azaspiro[3.3]heptane-2-carboxylate NC1CC2(CN(C2)C(=O)OC(C)(C)C)C1